2-fluoro-4-biphenylboronic acid FC1=C(C=CC(=C1)B(O)O)C1=CC=CC=C1